O1C(OCC1)C1=CC=C(C2=CC=CC=C12)C(=NO)N 4-(1,3-dioxolan-2-yl)-N'-hydroxy-1-naphthamidine